CC1=C(C=2N(C=C1C=1NC3=CC=C(C=C3C1C(C)C)C1CC3C(CN(C3)CC(=O)N(C)C)C1)C=NN2)C 2-(5-(2-(7,8-dimethyl-[1,2,4]triazolo[4,3-a]pyridin-6-yl)-3-isopropyl-1H-indol-5-yl)hexahydrocyclopenta[c]pyrrol-2(1H)-yl)-N,N-dimethylacetamide